ClC=1C=2N(C=C(C1)S(=O)(=O)N(C(OC(C)(C)C)=O)C1(CC1)C)C(=CN2)CO tert-butyl ((8-chloro-3-(hydroxymethyl)imidazo[1,2-a]pyridin-6-yl)sulfonyl)(1-methylcyclopropyl)carbamate